4-((dimethylamino)methylene)-N-isobutyl-3,5-dioxocyclohexane-1-carboxamide CN(C)C=C1C(CC(CC1=O)C(=O)NCC(C)C)=O